ethyl 2-(2-fluorophenyl)thiazole-5-carboxylate FC1=C(C=CC=C1)C=1SC(=CN1)C(=O)OCC